COC=1C=C(C[C@@H]2[C@@H]([C@H](OC2)C2=CC(=C(C(=C2)OC)OC)OC)COC(=O)C2CCCCC2)C=CC1OC cyclohexanecarboxylic acid ((2S,3R,4R)-4-(3,4-dimethoxybenzyl)-2-(3,4,5-trimethoxyphenyl)tetrahydrofuran-3-yl)methyl ester